tert-butylethylamine C(C)(C)(C)NCC